N1=C(C(=CC=C1C)C)C 2,3,6-Collidine